CC1=NNC2=CC(=CC=C12)/C=C/C(=O)NC=1C(=NC=CC1)C (2E)-3-(3-methyl-1H-indazol-6-yl)-N-(2-methylpyridin-3-yl)prop-2-enamide